FC=1C=C(C=C(C1C)F)CC(=O)O 3,5-difluoro-4-methyl-phenylacetic acid